COC(C1=NC(=CC=C1)C1=NN=CN1C(C)C)=O 6-(4-isopropyl-4H-1,2,4-triazole-3-yl)picolinic acid methyl ester